1-(3-propyl)piperidine CCCN1CCCCC1